gamma-(isocyanato)propyltriethoxysilane N(=C=O)CCC[Si](OCC)(OCC)OCC